ClC=1NC2=C3C(C=CC2=CN1)=NC=C3C(C)C 2-Chloro-9-isopropylAzolo[5,4-H]quinazoline